N-[5-(1H-benzimidazol-2-yl)-1H-pyrazol-3-yl]-3-fluoro-4-(2-hydroxyethoxy)benzamide N1C(=NC2=C1C=CC=C2)C2=CC(=NN2)NC(C2=CC(=C(C=C2)OCCO)F)=O